methyl-4-(7-((4-(methylsulfonyl)phenyl)amino)-2,6-naphthyridin-1-yl)but-3-yn-1-ol CC(CC#CC1=NC=CC2=CN=C(C=C12)NC1=CC=C(C=C1)S(=O)(=O)C)O